COC(=O)C1=NC(=NC(=C1N)C)Cl 5-amino-2-chloro-6-methylpyrimidine-4-carboxylic acid methyl ester